BrC=1C(=C(C(=O)OC)C(=CC1)OC(F)F)F methyl 3-bromo-6-(difluoromethoxy)-2-fluorobenzoate